3,4-Dihydroxybenzeneacrylic acid OC=1C=C(C=CC1O)C=CC(=O)O